[4-(1H-tetrazol-5-yl)thiazol-2-ylthio]acetamide N1N=NN=C1C=1N=C(SC1)SCC(=O)N